7-fluoro-2,2-dimethyl-2,3-dihydrobenzofuran-6-carboxamide FC1=C(C=CC=2CC(OC21)(C)C)C(=O)N